C(=C)C1=CC=C(C=N1)O 6-Vinylpyridin-3-ol